O[C@H]1[C@H](OC(C2=C(C(=CC=C12)C(=O)N[C@H](C(=O)O)CC1=CC=CC=C1)O)=O)C (2S)-2-[[(3R,4R)-4,8-dihydroxy-3-methyl-1-oxo-3,4-dihydroisochromene-7-carbonyl]amino]-3-phenylpropionic acid